methyl (S)-1-((S)-3-(5-bromopyridin-3-yl)-2-((tert-butoxycarbonyl)amino)propanoyl)hexahydropyridazine-3-carboxylate BrC=1C=C(C=NC1)C[C@@H](C(=O)N1N[C@@H](CCC1)C(=O)OC)NC(=O)OC(C)(C)C